(S*)-1-(2-Hydroxybutyl)-6-(4-methoxyphenyl)-3H-imidazo[4,5-b]pyridin O[C@H](CN1CNC2=NC=C(C=C21)C2=CC=C(C=C2)OC)CC |o1:1|